6-mercaptonicotinonitrile SC1=NC=C(C#N)C=C1